NC1=NC=C2N1N=C(C=C2[C@@H]2[C@H](C2)C(F)F)C=2C(NC(NC2)=O)=O 5-(7-Amino-4-((1S,2S)-2-(difluoromethyl)cyclopropyl)imidazo[1,5-b]pyridazin-2-yl)pyrimidine-2,4(1H,3H)-dione